N1CC2(C=3C1=NC=C(C3)C3=CNC1=CC(=C(C=C31)C#N)F)CC2 3-(1',2'-Dihydrospiro[cyclopropane-1,3'-pyrrolo[2,3-b]pyridin]-5'-yl)-6-fluoro-1H-indole-5-carbonitrile